ClC1=C(C=CC=C1)C1=C(C(=O)N)C=CC(=C1)NC1=NC(=NC=C1F)NC1=CC=C(C=C1)C(NC1=CC=C(C=C1)CN1CCN(CC1)C1=CC=C(C=C1)C1C(NC(CC1)=O)=O)=O (2-chlorophenyl)-4-((2-((4-((4-((4-(4-(2,6-dioxopiperidin-3-yl)phenyl)piperazin-1-yl)methyl)phenyl)carbamoyl)phenyl)amino)-5-fluoropyrimidin-4-yl)amino)benzamide